methyl 2-chloro-6,7-dihydro-5H-cyclopenta[b]pyridine-3-carboxylate ClC1=C(C=C2C(=N1)CCC2)C(=O)OC